4-[2-[2-(2-Aminoethoxy)ethoxy]ethylamino]-2-(2,6-dioxo-3-piperidyl)isoindoline NCCOCCOCCNC1=C2CN(CC2=CC=C1)C1C(NC(CC1)=O)=O